COC=1C=C2C(NN(C2=C2C1C=CC=C2)C2=CC=C(C=C2)C(F)(F)F)=O 5-methoxy-1-(4-(trifluoromethyl)phenyl)-1H-benzo[g]indazol-3(2H)-one